4-(9-phenyldibenzo[b,d]furan-2-yl)aniline C1(=CC=CC=C1)C1=CC=CC2=C1C1=C(O2)C=CC(=C1)C1=CC=C(N)C=C1